((2R,3R,4R,5R)-5-(6-amino-9H-purin-9-yl)-3,4-dimethoxytetrahydrofuran-2-yl)methyl hydrogen morpholinophosphonate O1CCN(CC1)P(OC[C@H]1O[C@H]([C@@H]([C@@H]1OC)OC)N1C2=NC=NC(=C2N=C1)N)(O)=O